2-(4-(2-(2,6-dimethylpyridin-4-yl)-3-isopropyl-1H-indol-5-yl)piperidin-1-yl)-N-(2-(1-hydroxycyclopentyl)ethyl)-N-methylacetamide CC1=NC(=CC(=C1)C=1NC2=CC=C(C=C2C1C(C)C)C1CCN(CC1)CC(=O)N(C)CCC1(CCCC1)O)C